F[C@H]1C[C@H](N2N=C(N=C21)C(=O)N(C2=CC=CC=C2)C)C2=CC=CC=C2 |r| Rac-(5S,7S)-7-fluoro-N-methyl-N,5-diphenyl-6,7-dihydro-5H-pyrrolo[1,2-b][1,2,4]triazole-2-carboxamide